CN1C(COC2=C1C=C1C(=C2)C(=NNC1=O)C)=O 4,9-dimethyl-7H-pyridazino[4,5-g][1,4]benzoxazine-3,6-dione